COC=1C=C2[C@]3(C(NC2=CC1)=O)[C@@H](C3)C3=CC=C1C(=NNC1=C3)NC3=NC(=NC=C3OC)N3CC1(COC1)C3 (1R,2S)-5'-methoxy-2-(3-{[5-methoxy-2-(2-oxa-6-azaspiro[3.3]heptan-6-yl)pyrimidin-4-yl]amino}-1H-indazol-6-yl)spiro[cyclopropane-1,3'-indol]-2'(1'H)-one